C(#N)[C@H](C[C@H]1C(NCC1)=O)NC([C@H](CC1CCCC1)N1C(=CC2=C(C=CC=C12)OC)C(=O)N)=O ((S)-1-(((S)-1-cyano-2-((S)-2-oxopyrrolidin-3-yl)ethyl)amino)-3-cyclopentyl-1-oxopropan-2-yl)-4-methoxy-1H-indole-2-carboxamide